FC(C(=O)OCC)(CC(C(C1=CC=CC=C1)=O)C1=CC=CC=C1)F ethyl 2,2-difluoro-5-oxo-4,5-diphenylpentanoate